hydroxymethyl-Yl-butyrolactone OC1C(C(=O)OC1)=C